C[C@H]1OC[C@H](N(C1)C[C@@H](C)[C@H]1CC[C@H]2\C(\CCC[C@]12C)=C\C=C1C[C@H](C[C@@H](C1)O)O)C (1R,3R)-5-(2-((1R,3aS,7aR,E)-1-((S)-1-((2R,5R)-2,5-dimethylmorpholino)propan-2-yl)-7a-methyl-octahydro-4H-inden-4-ylidene)ethylidene)cyclohexane-1,3-diol